COC[C@H]1CN(CCN1CC=1N=NC=CC1)C(=O)OC(C)(C)C tert-butyl (R)-3-(methoxymethyl)-4-(pyridazin-3-ylmethyl)piperazine-1-carboxylate